5,5-dimethylcyclohexane-1-carboxamide CC1(CCCC(C1)C(=O)N)C